O[C@@H](C(=O)NCCC(=O)NCCSC(C(=O)OC)=O)C(COP(=O)(O)O)(C)C Methyl (R)-2-((2-(3-(2-hydroxy-3,3-dimethyl-4-(phosphonooxy)butanamido)propanamido)ethyl)thio)-2-oxoacetate